C1=CSC(=C1)N Aminothiophene